C(C)N(CCNC(C1=CC(=C(C=C1)NCC#CC=1N(C2=CC=CC(=C2C1)N[C@H]1[C@H](CN(CC1)C)F)CC(F)(F)F)OC)=O)CC N-[2-(diethylamino)ethyl]-4-{[3-(4-{[(3S,4R)-3-fluoro-1-methylpiperidin-4-yl]amino}-1-(2,2,2-trifluoroethyl)-1H-indol-2-yl)prop-2-yn-1-yl]amino}-3-methoxybenzamide